2-(4-bromophenyl)-6-methyl-[1,2,4]triazolo[1,5-a]pyridine BrC1=CC=C(C=C1)C1=NN2C(C=CC(=C2)C)=N1